ethyliminotris(ethylmethylamino)niobium C(C)N=[Nb](N(CC)C)(N(CC)C)N(C)CC